tert-butyl 3-((1-(5-(3-cyano-6-ethoxypyrazolo[1,5-a]pyridin-4-yl)pyridin-2-yl)-4-(isobutylcarbamoyl)piperidin-4-yl)methyl)-3,6-diazabicyclo[3.1.1]heptane-6-carboxylate C(#N)C=1C=NN2C1C(=CC(=C2)OCC)C=2C=CC(=NC2)N2CCC(CC2)(C(NCC(C)C)=O)CN2CC1N(C(C2)C1)C(=O)OC(C)(C)C